N-(1-((2R)-4-(4-Chloro-3-(tetrahydro-1H-furo[3,4-c]pyrrol-5(3H)-yl)benzyl)-2-methylpiperazine-1-carbonyl)-1H-pyrazol-3-yl)methanesulfonamide ClC1=C(C=C(CN2C[C@H](N(CC2)C(=O)N2N=C(C=C2)NS(=O)(=O)C)C)C=C1)N1CC2C(C1)COC2